6-[4-(3-pyridyl)phenyl]pyrimidine N1=CC(=CC=C1)C1=CC=C(C=C1)C1=CC=NC=N1